ClC1=CC=C2C=C(NC2=C1F)C(=O)N1CCN(CC1)C1=NC=CC=C1OC (6-Chloro-7-fluoro-1H-indol-2-yl)(4-(3-methoxypyridin-2-yl)piperazin-1-yl)methanone